ClC=1C(=NC=CC1C1=C(C(=CC=C1)C1=NC(=C(C=C1)C=O)OC)Cl)C1=CC=C2C(=NN(C2=C1)C)C=O 6-(3-Chloro-4-(2-chloro-3-(5-formyl-6-methoxypyridin-2-yl)phenyl)pyridin-2-yl)-1-methyl-1H-indazole-3-carbaldehyde